4-[5-(aminomethyl)pyrimidin-2-yl]-3-[(4-propan-2-yltriazol-1-yl)methyl]benzonitrile NCC=1C=NC(=NC1)C1=C(C=C(C#N)C=C1)CN1N=NC(=C1)C(C)C